C(#N)C1=CC=C(CNC(=O)C2=NN(C=3C(N(CCC32)CC3(CC3)S(=O)(=O)C(C=O)(C)C)=O)C)C=C1 N-(4-cyanobenzyl)-1-methyl-6-((1-((2-methyl-1-oxopropan-2-yl)sulfonyl)cyclopropyl)methyl)-7-oxo-4,5,6,7-tetrahydro-1H-pyrazolo[3,4-c]pyridine-3-carboxamide